5-methyl-2,3,7,8,9,1-hexahydro-[1,4]Oxazepino[2,3-g]Isoquinoline-4(5H)-one CN1C(CCOC2=CC=3CCNCC3C=C21)=O